N-(4-((2,2-difluorocyclopentyl)oxy)-3-fluorophenyl)-2-(indolin-1-yl)-5-(2,2,2-trifluoroethyl)oxazole-4-carboxamide FC1(C(CCC1)OC1=C(C=C(C=C1)NC(=O)C=1N=C(OC1CC(F)(F)F)N1CCC2=CC=CC=C12)F)F